CC1=CC=C(C=C1)C1=NCCC2=CC=CC=C12 1-(4-methylphenyl)-3,4-dihydroisoquinoline